(trimethyl)monosilane 1-(2-(piperazin-1-yl)ethyl)-1H-indole-2-carboxylate N1(CCNCC1)CCN1C(=CC2=CC=CC=C12)C(=O)O.C[SiH](C)C